[N+](=[N-])=CC(CC[C@@H](C(=O)OCCN1CCOCC1)NC([C@@H](C)OC)=O)=O 2-morpholinoethyl (S)-6-diazo-2-((R)-2-methoxypropanamido)-5-oxohexanoate